C12CN(CC(CC1)N2)C=2OC1=C(N2)C(=CC=C1C=1SC=CN1)C(C(F)(F)F)OCCO 2-(1-(2-(3,8-diazabicyclo[3.2.1]octan-3-yl)-7-(thiazol-2-yl)benzo[d]oxazol-4-yl)-2,2,2-trifluoroethoxy)ethan-1-ol